tert-butyl ((1S,2R,3R)-2-((tert-butyldimethylsilyl)oxy)-3-(2-(2-fluorophenyl)-6-(4-methyloxazol-2-yl)-1H-imidazo[4,5-c]pyridin-1-yl)cyclohexyl)carbamate [Si](C)(C)(C(C)(C)C)O[C@@H]1[C@H](CCC[C@H]1N1C(=NC=2C=NC(=CC21)C=2OC=C(N2)C)C2=C(C=CC=C2)F)NC(OC(C)(C)C)=O